2-trifluoromethyl-2-propanol FC(C(C)(C)O)(F)F